N-([1,1'-biphenyl]-3-ylmethyl)-2-(dimethylamino)-5-nitrobenzamide C1(=CC(=CC=C1)CNC(C1=C(C=CC(=C1)[N+](=O)[O-])N(C)C)=O)C1=CC=CC=C1